(2-(aminooxy) ethyl) 2-bromo-2-methylpropionate BrC(C(=O)OCCON)(C)C